CC1(CN(C1)CC(=O)NC=1C=C(C(=NC1)C)NC(=O)C=1C=NN2C1SC(=C2)C=2C(=NOC2C)C)C N-(5-(2-(3,3-dimethylazetidin-1-yl)acetamido)-2-methylpyridin-3-yl)-2-(3,5-dimethylisoxazol-4-yl)pyrazolo[5,1-b]thiazole-7-carboxamide